3-[1-oxo-5-(piperidin-4-yl)-3H-isoindol-2-yl]Piperidine-2,6-dione O=C1N(CC2=CC(=CC=C12)C1CCNCC1)C1C(NC(CC1)=O)=O